C(C)(C)=NOC(C(C)(C)OC(C1=C(C=C(C(=C1)N1C(N(C(=CC1=O)C(F)(F)Cl)C)=O)F)Cl)=O)=O 1-[(isopropylideneamino)oxy]-2-methyl-1-oxopropan-2-yl-2-chloro-5-{4-[chloro(difluoro)methyl]-3-methyl-2,6-dioxo-3,6-dihydropyrimidin-1(2H)-yl}-4-fluorobenzoate